2-chloro-6-((3S,4R)-3,4-dihydroxypyrrolidin-1-yl)-4-ethylpyridine-3,5-dicarbonitrile ClC1=NC(=C(C(=C1C#N)CC)C#N)N1C[C@@H]([C@@H](C1)O)O